1,3-Bis(hydroxymethyl)-5,5-dimethylimidazolidin-2,4-dion OCN1C(N(C(C1(C)C)=O)CO)=O